2-Methoxy-6-methyl-5-nitro-3-vinylpyridine COC1=NC(=C(C=C1C=C)[N+](=O)[O-])C